2-chloro-4-methoxy-5-trifluoromethylpyridine ClC1=NC=C(C(=C1)OC)C(F)(F)F